tert-butyl (2S)-2-[4-(3-hydroxybenzoyl)thiazol-2-yl]pyrrolidine-1-carboxylate OC=1C=C(C(=O)C=2N=C(SC2)[C@H]2N(CCC2)C(=O)OC(C)(C)C)C=CC1